tert-Butyl 4-(4-amino-3-cyanophenyl)piperazine-1-carboxylate NC1=C(C=C(C=C1)N1CCN(CC1)C(=O)OC(C)(C)C)C#N